BrC1=CC=2C3=C(NC(N(C3=C1F)CC1=CC=C(C=C1)OC)=O)N=CN2 8-bromo-9-fluoro-1-(4-methoxybenzyl)-1H-pyrimido[4,5,6-de]quinazolin-2(3H)-one